CN1C(=NN=C1)C1(CC2(CC2)C1)C=1C=C(C=CC1)N1C(C2=CC(=CC(=C2C1)C(F)(F)F)C(C)(C)N1C[C@H](OCC1)C)=O (R)-2-(3-(5-(4-methyl-4H-1,2,4-triazol-3-yl)spiro[2.3]hexane-5-yl)phenyl)-6-(2-(2-methylmorpholino)propan-2-yl)-4-(trifluoromethyl)isoindolin-1-one